B(C1=NN=C(C=C1)N)(O)O 6-AMINOPYRIDAZIN-3-YL-3-BORONIC ACID